C(C)P(O)(O)(O)CC.P(OCC)(OCC)O diethyl phosphite (diethyl phosphite)